(S)-N-(2-(1-cyclopropylethyl)-3-oxoisoindolin-4-yl)-6-methyl-[1,3]dioxolo[4,5-b]pyridine-7-carboxamide C1(CC1)[C@H](C)N1CC2=CC=CC(=C2C1=O)NC(=O)C1=C2C(=NC=C1C)OCO2